P(O)(=O)(OP(=O)(O)O)OC[C@@H]1[C@H](C[C@@H](O1)N1C(=O)NC(=O)C(C)=C1)O deoxythymidine-5'-diphosphate